tert-butyl 2-(2-(((tert-butyldimethylsilyl)oxy)methyl)-6-(trifluoromethyl)pyridin-3-yl)-3-oxopiperidine-1-carboxylate [Si](C)(C)(C(C)(C)C)OCC1=NC(=CC=C1C1N(CCCC1=O)C(=O)OC(C)(C)C)C(F)(F)F